FC=1N=C(C2=C(N1)C=CC=N2)N[C@H]2CCCC1=CC=CC=C21 (S)-2-Fluoro-N-(1,2,3,4-tetrahydronaphthalen-1-yl)pyrido[3,2-d]pyrimidin-4-amine